2-(((3R,4S)-4-(4-chlorophenoxy)-3-hydroxy-3-(hydroxymethyl)pyrrolidin-1-yl)sulfonyl)-5-fluorobenzonitrile ClC1=CC=C(O[C@@H]2[C@@](CN(C2)S(=O)(=O)C2=C(C#N)C=C(C=C2)F)(CO)O)C=C1